(1S,3S,4R)-2-(tert-Butoxycarbonyl)-5-methylidene-2-azabicyclo[2.2.2]octane-3-carboxylic acid C(C)(C)(C)OC(=O)N1[C@@H]2CC([C@H]([C@H]1C(=O)O)CC2)=C